tert-butyl 4-(oxetan-3-ylmethyl)-1,2,3-oxathiazolidine-3-carboxylate 2,2-dioxide O1CC(C1)CC1N(S(OC1)(=O)=O)C(=O)OC(C)(C)C